ClC1=CC=C(C=C1)C1(CC1)C(=O)N1CCC(CC1)N1CC(C1)(N1N=CC(=C1)C=1C2=C(N=CN1)NC=C2)CC#N {1-(1-{[1-(4-chlorophenyl)cyclopropyl]carbonyl}piperidin-4-yl)-3-[4-(7H-pyrrolo[2,3-d]pyrimidin-4-yl)-1H-pyrazol-1-yl]azetidin-3-yl}acetonitrile